FCCCCCC[Si](OCC)(OCC)OCC fluorohexyl-triethoxysilane